4-Cyclopropyl-N-((S)-(4,4-difluorocyclohexyl)(7-(((3R*,5S*)-2-oxo-5-(trifluoromethyl)pyrrolidin-3-yl)methyl)imidazo[1,2-b]pyridazin-2-yl)methyl)-1,2,5-oxadiazole-3-carboxamide C1(CC1)C=1C(=NON1)C(=O)N[C@H](C=1N=C2N(N=CC(=C2)C[C@H]2C(N[C@@H](C2)C(F)(F)F)=O)C1)C1CCC(CC1)(F)F |o1:21,24|